30-hydroxytriacontyl oleate C(CCCCCCC\C=C/CCCCCCCC)(=O)OCCCCCCCCCCCCCCCCCCCCCCCCCCCCCCO